C1(CC1)C1=NC=NC(=C1C1=NC=C(C(=N1)NCC1=CC=C(C=C1)N1N=C(C=C1C)C(F)(F)F)[N+](=O)[O-])OC 4'-Cyclopropyl-6'-methoxy-N-(4-(5-methyl-3-(trifluoromethyl)-1H-pyrazol-1-yl)benzyl)-5-nitro-[2,5'-bipyrimidin]-4-amine